N1=C(N=CC=C1)N1C=CC2=CC=CC=C12 1-(2-pyrimidinyl)-1H-indole